C1(CCC1)SCC1(CCN(CC1)C(=O)OC(C)(C)C)O tert-butyl 4-((cyclobutylthio) methyl)-4-hydroxypiperidine-1-carboxylate